C1N(CCC2=CC=CC=C12)C[C@H](CN1C(C2=CC=C(C=C2CC1)OC1CCN(CC1)CC)=O)O 2-[(2R)-3-(3,4-dihydro-1H-isoquinolin-2-yl)-2-hydroxypropyl]-6-[(1-ethyl-4-piperidyl)oxy]-3,4-dihydroisoquinolin-1-one